diethyl-(5-chloro-8-quinolinoxy)malonic acid C(C)OC(C(C(=O)OCC)OC=1C=CC(=C2C=CC=NC12)Cl)=O